The molecule is an L-alanine derivative that is the amide obtained by formal condensation of the carboxy group of N-[(3,5-difluorophenyl)acetyl]-L-alanine with the amino group of (3S)-3-amino-1-methyl-5-phenyl-1,3-dihydro-2H-1,4-benzodiazepin-2-one. An inhibitor of memapsin 2 (gamma-secretase). It has a role as an EC 3.4.23.46 (memapsin 2) inhibitor. It is a 1,4-benzodiazepinone, a L-alanine derivative and a difluorobenzene. C[C@@H](C(=O)N[C@@H]1C(=O)N(C2=CC=CC=C2C(=N1)C3=CC=CC=C3)C)NC(=O)CC4=CC(=CC(=C4)F)F